CC(C)OC([C@@H](CN1N=CN=C1)OC(NC1=C2CCCC2=CC=2CCCC12)=O)=O (2R)-2-{[(1,2,3,5,6,7-hexahydro-s-indacen-4-yl)carbamoyl]oxy}-3-(1H-1,2,4-triazol-1-yl)propionic acid propan-2-yl ester